(1r,4r)-4-((4-methoxy-5-(pyrazolo[1,5-a]pyridin-5-yl)pyrrolo[2,1-f][1,2,4]triazin-2-yl)amino)-1-methylcyclohexan-1-ol COC1=NC(=NN2C1=C(C=C2)C2=CC=1N(C=C2)N=CC1)NC1CCC(CC1)(O)C